(R)-8-(8-((3-chloropyridazin-4-yl)thio)imidazo[1,2-c]pyrimidine-5-yl)-8-azaspiro[4.5]decan-1-amine ClC=1N=NC=CC1SC=1C=2N(C(=NC1)N1CCC3(CCC[C@H]3N)CC1)C=CN2